(S)-4-(4-(4-chloro-1-oxo-3-(1-((5-oxo-5,8-dihydropyrido[2,3-d]pyrimidin-4-yl)amino)ethyl)-2-phenyl-1,2-dihydroisoquinolin-8-yl)phenyl)piperazine-1-carboxylic acid tert-butyl ester C(C)(C)(C)OC(=O)N1CCN(CC1)C1=CC=C(C=C1)C=1C=CC=C2C(=C(N(C(C12)=O)C1=CC=CC=C1)[C@H](C)NC=1C2=C(N=CN1)NC=CC2=O)Cl